5-(3-(difluoromethoxy)phenyl)-N-(3-(2-oxopropyl)-1,2,4-thiadiazol-5-yl)thiophene-3-carboxamide FC(OC=1C=C(C=CC1)C1=CC(=CS1)C(=O)NC1=NC(=NS1)CC(C)=O)F